[4-(6-hydroxyhex-1-ynyl)-3-methyl-2-oxo-benzimidazol-1-yl]Piperidine OCCCCC#CC1=CC=CC=2N(C(N(C21)C)=O)N2CCCCC2